ClC1=NC2=CC=C(C=C2C(=N1)NCC1(COC1)NC(OCC1=CC=C(C=C1)OC)=O)C(Br)Br 4-methoxybenzyl (3-(((2-chloro-6-(dibromomethyl)quinazolin-4-yl)amino)methyl)oxetan-3-yl)carbamate